C(C)S(=O)(=O)N1C[C@@H](CC1)OC=1C=C(C=NC1)C=1C=C2CCC(N(C2=CC1)C)=O 6-[5-((R)-1-Ethanesulfonyl-pyrrolidin-3-yloxy)-pyridin-3-yl]-1-methyl-3,4-dihydro-1H-quinolin-2-one